(1S,2R,3R,4R,5S)-4-((2-chloro-5-(trifluoromethyl)pyrimidin-4-yl)amino)-1-(hydroxymethyl)-6,8-dioxabicyclo[3.2.1]octane-2,3-diol ClC1=NC=C(C(=N1)N[C@@H]1[C@H]([C@H]([C@@]2(CO[C@H]1O2)CO)O)O)C(F)(F)F